ClC(C1=C(C)C=CC(=C1)S(=O)(=O)C)(Cl)Cl 2-trichloromethyl-4-methylsulfonyl-toluene